4-(2-((6-(3-(2-ethoxyphenoxy)piperidin-1-yl)pyrazin-2-yl)amino)-2-oxoethyl)phenoxy-2,2-dimethylpropanoic acid C(C)OC1=C(OC2CN(CCC2)C2=CN=CC(=N2)NC(CC2=CC=C(OCC(C(=O)O)(C)C)C=C2)=O)C=CC=C1